(heptadecafluoro-1,1,2,2-tetrahydrodecyl)-1-methyldichlorosilane C[Si](CCC(C(C(C(C(C(C(C(F)(F)F)(F)F)(F)F)(F)F)(F)F)(F)F)(F)F)(F)F)(Cl)Cl